C12CN(CC(CC1)N2)C2=NC=NN1C2=CC(=C1)C=1C=NN(C1)C 4-(3,8-diazabicyclo[3.2.1]octan-3-yl)-6-(1-methyl-1H-pyrazol-4-yl)pyrrolo[2,1-f][1,2,4]triazine